triazolyl-diethynyl-phosphin oxide N1N=NC(=C1)P(C#C)(C#C)=O